ClC=1C(=NC=C(C1)C(=O)OCC1=CC=C(C=C1)OC)N1CCN(CC1)C(=O)OC(C)(C)C tert-butyl 4-[3-chloro-5-[(4-methoxyphenyl)methoxycarbonyl]-2-pyridyl]piperazine-1-carboxylate